7-(tert-amyl)-2-phenyl-5-(2-phenylpropane-2-yl)benzoxazole-13C C(C)(C)(CC)C1=CC(=CC=2N=[13C](OC21)C2=CC=CC=C2)C(C)(C)C2=CC=CC=C2